COC1=C2C(NC(=NC2=CC(=C1)OC)C1=CC=C(C=C1)N1CCC(CC1)CN1CC2CCC(C1)N2C=2C=C1C(N(C(C1=CC2)=O)C2C(NC(CC2)=O)=O)=O)=O 5-(3-((1-(4-(5,7-dimethoxy-4-oxo-3,4-dihydroquinazolin-2-yl)phenyl)piperidin-4-yl)methyl)-3,8-diazabicyclo[3.2.1]octan-8-yl)-2-(2,6-dioxopiperidin-3-yl)isoindoline-1,3-dione